O[C@@H]1[C@H]([C@@H]([C@@H]2[C@@H](NC(O2)=O)O1)O)CO (3aS,5S,6S,7S,7aR)-5,7-dihydroxy-6-(hydroxymethyl)-3,3a,5,6,7,7a-hexahydropyrano[2,3-d]oxazol-2-one